C(C1=CC=CC=C1)OC1=CC(=C(C=C1C1CC1)C1=C(C=C(C(=C1)C1CC1)OCC1=CC=CC=C1)F)C1(CCC1)O 1-(4,4'-bis(benzyloxy)-5,5'-dicyclopropyl-2'-fluoro-[1,1'-biphenyl]-2-yl)cyclobutan-1-ol